FC=1C(=NC=CC1C)[C@@H]1[C@H](C1)C(=O)OCC |r| rac-ethyl (1S*,2S*)-2-(3-fluoro-4-methylpyridin-2-yl)cyclopropane-1-carboxylate